[P]=S.[Cr].[Li] lithium chromium phosphorus sulfide